NC=1C=2N(C3=CC(=CC=C3N1)C(=O)N(C)[C@@H]1COC(C3=CC(=CC=C13)F)C)C=NC2 4-amino-N-((4S)-7-fluoro-1-methylisochroman-4-yl)-N-methyl-imidazo[1,5-a]quinoxaline-8-carboxamide